3-propanesulphonic acid CCCS(=O)(=O)O